C1(=CC=CC=C1)C(=N[C@@H](CC1=CC(=CC=C1)OC)C(=O)OCC)C1=CC=CC=C1 ethyl N-(diphenylmethylidene)-3-methoxyphenylalaninate